cyclopentylmethyl (S)-3-hydroxy-2-(1-hydroxy-7-methyl-1,3-dihydrobenzo[c][1,2]oxaborole-6-carboxamido)-3-methylbutanoate OC([C@@H](C(=O)OCC1CCCC1)NC(=O)C=1C=CC2=C(B(OC2)O)C1C)(C)C